OC1=C(C(=C2CC[C@@](OC2=C1)(C1=CC=CC=C1)OC)OC)C (2R)-7-hydroxy-2,5-dimethoxy-6-methylflavan